ethyl (E)-2-[(5-cyano-4-fluoro-2-methyl-phenyl)carbamoyl]-5-cyclopropyl-5-oxo-pent-3-enoate C(#N)C=1C(=CC(=C(C1)NC(=O)C(C(=O)OCC)\C=C\C(=O)C1CC1)C)F